7-[(S)-4-(2,3-Dihydro-[1,4]dioxino[2,3-b]pyridin-3-yl)-benzyl]-hexahydro-oxazolo[3,4-a]pyrazin-3-one O1C[C@@H](OC2=NC=CC=C21)C2=CC=C(CN1CC3N(CC1)C(OC3)=O)C=C2